N-[6-(2,2-difluoroethoxy)-5-fluoro-2-methoxypyridin-3-yl]-6-(difluoromethyl)-1H-indole-3-sulfonamide FC(COC1=C(C=C(C(=N1)OC)NS(=O)(=O)C1=CNC2=CC(=CC=C12)C(F)F)F)F